tert-butyl 4-((4-chloro-7-methoxy-5,6-dihydroquinazolin-6-yl)oxy)piperidine-1-carboxylate ClC1=NC=NC=2C=C(C(CC12)OC1CCN(CC1)C(=O)OC(C)(C)C)OC